C(CCC)NC1=CC(=C(C(=O)NC=2SC(=CN2)[N+](=O)[O-])C=C1)C(C)C 4-(Butylamino)-2-isopropyl-N-(5-nitrothiazol-2-yl)benzamide